vinyltri(β-methoxy-ethoxy)silane C(=C)[Si](OCCOC)(OCCOC)OCCOC